thiophene compound with chloride [Cl-].S1C=CC=C1